N1-((ethylimino)methylene)dimethylpropane-1,3-diamine hydrochloride Cl.C(C)N=C=NC(CCN)(C)C